2-[(1S)-3-amino-4-methyl-2-oxo-1-pyridyl]-N-[(1S)-1-cyano-2-[(3S)-2-oxopyrrolidin-3-yl]ethyl]-3-cyclopropyl-propanamide NC=1C(N(C=CC1C)C(C(=O)N[C@@H](C[C@H]1C(NCC1)=O)C#N)CC1CC1)=O